4-(7-difluoromethyl-1,2,3,4-tetrahydroquinolin-6-yl)-3,6-dihydro-2H-pyridine-1-carboxylate FC(C1=C(C=C2CCCNC2=C1)C=1CCN(CC1)C(=O)[O-])F